[4-(Benzo[b]thiophen-2-yl)-1H-pyrrolo[2,3-c]pyridin-1-yl](4-fluorophenyl)methanone S1C2=C(C=C1C1=C3C(=CN=C1)N(C=C3)C(=O)C3=CC=C(C=C3)F)C=CC=C2